[I-].C(CC)N(C=O)CCCN propyl-aminopropyl-formamide iodide